5-(4-((4-(ethoxymethyl)-4-phenethyl-piperidin-1-yl)methyl)phenyl)-3-methyl-1,2,4-oxadiazole HCl Cl.C(C)OCC1(CCN(CC1)CC1=CC=C(C=C1)C1=NC(=NO1)C)CCC1=CC=CC=C1